1,6-dimethyl-4-[trans-3-methyl-4-(4-methyl-6-piperazin-1-yl-3-pyridyl)-1-piperidyl]pyrazolo[3,4-b]pyridine CN1N=CC=2C1=NC(=CC2N2C[C@H]([C@@H](CC2)C=2C=NC(=CC2C)N2CCNCC2)C)C